4-[4-(1,3-benzothiazol-7-yl)piperidin-1-yl]-1-methyl-2-oxo-1,2-dihydroquinoline-3-carbonitrile S1C=NC2=C1C(=CC=C2)C2CCN(CC2)C2=C(C(N(C1=CC=CC=C21)C)=O)C#N